C(C)(C)[C@H]1CC[C@H](CC1)N1CCC(CC1)N1C(=C(C2=CC=CC=C12)CN1CCCC1)CNS(=O)(=O)C N-((1-(1-(cis-4-isopropylcyclohexyl)piperidin-4-yl)-3-(pyrrolidin-1-ylmethyl)-1H-indol-2-yl)methyl)methanesulfonamide